FC1=C(C=CC=C1)C=1OC=2N=C3N(C(C2N1)=O)CCC3 2-(2-fluorophenyl)-6,7-dihydrooxazolo[5,4-D]pyrrolo[1,2-a]pyrimidin-9(5H)-one